ethyl 6-chloro-7-{5-ethyl-3-[(1R)-hydroxy-3-(morpholin-4-yl) propyl]-1-methyl-1H-pyrazol-4-yl}-3-{3-[(6-fluoronaphthalen-1-yl) oxy] propyl}-1H-indole-2-carboxylate ClC1=CC=C2C(=C(NC2=C1C=1C(=NN(C1CC)C)CCC(N1CCOCC1)O)C(=O)OCC)CCCOC1=CC=CC2=CC(=CC=C12)F